CC1(CCC(NCC1)=O)C 5,5-Dimethylazepan-2-one